C1(CC1)S(=O)(=O)C=1C=C(OC[C@H](CN[C@H]2COC3(C2)CCN(CC3)S(=O)(=O)C=3C=C2C(=NC3)NC(N2)=O)O)C=CC1 6-((R)-3-((S)-3-(3-(cyclopropylsulfonyl)phenoxy)-2-hydroxypropylamino)-1-oxa-8-azaspiro[4.5]decan-8-ylsulfonyl)-1H-imidazo[4,5-b]pyridin-2(3H)-one